COC(C1=C(C=C(C(=C1)F)C1=CC=CC=2CN(COC21)C(C2=C(C=C(C=C2Cl)N2CCN(CC2)CCOC)Cl)=O)N2C(COCC2)C#N)=O (3-cyanomorpholin-4-yl)-4-[3-[2,6-dichloro-4-[4-(2-methoxyethyl)piperazin-1-yl]benzoyl]-2,4-dihydro-1,3-benzoxazin-8-yl]-5-fluorobenzoic acid methyl ester